N-methyl-1-[6-[3-(6-methyl-2-pyridyl)-1H-pyrazol-4-yl]-1,5-naphthyridin-3-yl]piperidin-3-amine CNC1CN(CCC1)C=1C=NC2=CC=C(N=C2C1)C=1C(=NNC1)C1=NC(=CC=C1)C